C[C@]12C[C@H]([C@@H]3C[C@]1([C@@]3(C(=O)O2)COC(=O)C4=CC=CC=C4)O[C@H]5[C@@H]([C@H]([C@@H]([C@H](O5)CO)O)O)O)O The molecule is a monoterpene glycoside with formula C23H28O11, originally isolated from the roots of Paeonia lactiflora. It has a role as a plant metabolite and a neuroprotective agent. It is a benzoate ester, a gamma-lactone, a beta-D-glucoside, a monoterpene glycoside, a secondary alcohol and a bridged compound.